5-(4-((tert-butyldimethylsilyl)oxy)butyl)-2-isopropyl-4-methylpyridin-3-amine [Si](C)(C)(C(C)(C)C)OCCCCC=1C(=C(C(=NC1)C(C)C)N)C